ClC=1N=C(C2=C(N1)CCN(C2)C)OC2=NC=1C=CC3=C(C1N=C2)C2=C(S3)C(NC(CN2)(C)C)=O 3-((2-chloro-6-methyl-5,6,7,8-tetrahydropyrido[4,3-d]pyrimidin-4-yl)oxy)-10,10-dimethyl-9,10,11,12-tetrahydro-8H-[1,4]diazepino[5',6':4,5]thieno[3,2-f]quinoxalin-8-one